2-mercapto-5-(2-ethylhexylthio)-1,3,4-thiadiazole SC=1SC(=NN1)SCC(CCCC)CC